6-(3-(aminomethyl)phenyl)-3-((1-((R)-3-cyclohexyl-2-methylpropanoyl)-4-hydroxy-3,3-dimethylpiperidin-4-yl)methyl)pyrimidin-4(3H)-one NCC=1C=C(C=CC1)C1=CC(N(C=N1)CC1(C(CN(CC1)C([C@@H](CC1CCCCC1)C)=O)(C)C)O)=O